ClC=1C=C2C(=C3CN(C(C13)=O)[C@@H]1C(NC(CC1)=O)=O)OCC21CCN(CC1)C(=O)OC(C)(C)C tert-butyl (S)-5-chloro-7-(2,6-dioxopiperidin-3-yl)-6-oxo-7,8-dihydro-2H,6H-spiro[furo[2,3-e]isoindole-3,4'-piperidine]-1'-carboxylate